CCCCC/C=C\CCCCCCCC(=O)OC[C@H](COP(=O)([O-])OCC[N+](C)(C)C)OC(=O)CCCCCCC/C=C\C/C=C\CCCCC 1-(9Z-pentadecenoyl)-2-(9Z,12Z-octadecadienoyl)-glycero-3-phosphocholine